C(C)C1=C(C(=O)N2C3=CC=CC=C3C=3C=CC=CC23)C(=CC=C1)C 9-(ethyl-6-methylbenzoyl)carbazol